1-(cyclopentanecarbonyl)-7-(2-(4-(6-fluorobenzothiophen-4-yl)piperazin-1-yl)ethyl)-3,4-dihydroquinolin-2(1H)-one C1(CCCC1)C(=O)N1C(CCC2=CC=C(C=C12)CCN1CCN(CC1)C1=CC(=CC2=C1C=CS2)F)=O